N(=[N+]=[N-])CCCS(=O)(=O)[O-].[Na+] Sodium 3-azidopropane-1-sulfonate